C(C(=O)O)(=O)O.N1=C(N=CC=C1)N1CCN(CC1)CCCC(=O)N1C2=C(CCC3=C1C=CC=C3)C=CC=C2 4-[4-(pyrimidin-2-yl)piperazin-1-yl]-1-[10,11-dihydro-5H-dibenzo[b,f]azepin-5-yl]butan-1-one oxalate